C(C=C)SC#N Allyl Thiocyanate